C1([C@H](O)[C@@H](O)[C@@H](O)[C@H](O1)CO)O[C@H]1[C@@H]([C@H](C(O)O[C@@H]1CO)O)O D-galactopyranosyl-(1→4)-D-glucopyranose